2-(4-ethoxyphenyl)-N-(2-(2-fluoro-5-methoxypyridin-3-yl)ethyl)isonicotinamide C(C)OC1=CC=C(C=C1)C=1C=C(C(=O)NCCC=2C(=NC=C(C2)OC)F)C=CN1